BrC1=C2C=CC=C(C2=CC=C1)NC(C1=CC=C(C=C1)F)=O N-(5-bromonaphthalen-1-yl)-4-fluorobenzamide